C(CCCCCCC\C=C/CCCCCCCC)(=O)OCC(O)COC(CCCCCCCCCCCCCCC)=O 1-oleoyl-3-palmitoyl-glycerol